2-hydroxypentanal OC(C=O)CCC